2-methyl-1,3-cyclopentadiene CC1=CCC=C1